ClC=1C(=C(C=C(C1)OCOC)C1=C(C=C2C(=NC(=NC2=C1F)OCC12CCCN2CCC1)OCC(F)(F)F)F)C1CC1 7-(3-chloro-2-cyclopropyl-5-(methoxymethoxy)phenyl)-6,8-difluoro-2-((hexahydro-1H-pyrrolizin-7a-yl)methoxy)-4-(2,2,2-trifluoroethoxy)quinazoline